1-oleoyl-2-(12-biotinyl-(aminododecanoyl))-sn-glycero-3-phosphoethanolamine C(CCCCCCC\C=C/CCCCCCCC)(=O)OC[C@@H](OC(CCCCCCCCCCC(C(CCCC[C@@H]1SC[C@@H]2NC(=O)N[C@H]12)=O)N)=O)COP(=O)(O)OCCN